O1C2=C(C=C1C(=O)C=1NC3=CC=CC=C3C1)C=CC=C2 (benzo[b]furan-2-yl)-(1H-indol-2-yl)methanone